C(=O)(OC(C)(C)C)N[C@@H](CCCCNC(=O)OC(C)(C)C)C(=O)O N,N'-di-Boc-lysine